COC(C[C@@H](C)O)=O R-(-)-3-hydroxybutyric acid methyl ester